NCCCN(CCCN)CCCCCCCCCCCC N-(3-aminopropyl)-N-dodecyl-1,3-propylenediamine